O1COC2=C1C=CC(=C2)C2=C(C=C(C=C2)NC(=O)N2CCC(CC2)C(C)(C)C)C=2N=NNN2 N-(4-(benzo[d][1,3]dioxol-5-yl)-3-(2H-tetrazol-5-yl)phenyl)-4-(tert-butyl)piperidine-1-carboxamide